dimethyl-(7-methyl-4-phenyl-7H-pyrrolo[2,3-d]pyrimidin-6-yl)phosphine oxide CP(C1=CC2=C(N=CN=C2C2=CC=CC=C2)N1C)(C)=O